1-hydroxy-3-methoxycarbonyl-2,2,5,5-tetramethylpyrrolidine HCl Cl.ON1C(C(CC1(C)C)C(=O)OC)(C)C